3-(1-(4-methoxyphenyl)isoindolin-2-yl)-3-oxopropionitrile COC1=CC=C(C=C1)C1N(CC2=CC=CC=C12)C(CC#N)=O